beta-formylaminopropionitrile C(=O)NCCC#N